5,11-dimethyl-8-isopropyl-pentadecane CC(CCCC)CCC(CCC(CCCC)C)C(C)C